[Se].[Pt] platinum-selenium